4-chloro-N-[(1S)-2-[[(1S)-1-cyano-2-[(3S)-2-oxo-3-piperidyl]ethyl]amino]-1-(cyclopropylmethyl)-2-oxo-ethyl]-4-chloro-1H-pyrrolo[3,2-c]pyridine-2-carboxamide ClC1(N=CC=C2C1=CC(N2)C(=O)N[C@H](C(=O)N[C@@H](C[C@H]2C(NCCC2)=O)C#N)CC2CC2)Cl